4-((2,4-difluorophenyl)ethynyl)-N-(2-(tetrahydro-2H-Pyran-4-yl)ethyl)benzamide FC1=C(C=CC(=C1)F)C#CC1=CC=C(C(=O)NCCC2CCOCC2)C=C1